NC1=C(C=C(C=C1)C=1SC(=CC1)Cl)NC(OCC1CCNCC1)=O Piperidin-4-ylmethyl (2-amino-5-(5-chlorothiophen-2-yl)phenyl)carbamate